Dichloropropyl-aluminum ClC(CC[Al])Cl